1-oxo-7-(2-oxo-oxazolidin-3-yl)-1,2-dihydro-isoquinoline-3-carboxylic acid O=C1NC(=CC2=CC=C(C=C12)N1C(OCC1)=O)C(=O)O